O=C1NC(CCC1N1C(C2=CC=CC(=C2C1=O)NCCOCCOCCOCCN1N=CC=C1C(=O)N)=O)=O 2-[2-[2-[2-[[2-(2,6-dioxo-3-piperidyl)-1,3-dioxo-isoindolin-4-yl]amino]ethoxyl-ethoxy]ethoxy]ethyl]pyrazole-3-carboxamide